(S)-N-(5-chloro-2-(1H-tetrazol-1-yl)benzyl)-3-((3,5-dimethylbenzyl)amino)-4-oxo-4,6,7,8-tetrahydropyrrolo[1,2-a]pyrimidine-6-carboxamide ClC=1C=CC(=C(CNC(=O)[C@@H]2CCC=3N2C(C(=CN3)NCC3=CC(=CC(=C3)C)C)=O)C1)N1N=NN=C1